(1,4-dioxaspiro[4.5]dec-8-yl)methanol O1CCOC12CCC(CC2)CO